NC=1C(=NC(=C(N1)C(=O)N[C@H](C(=O)O)C)N)C(=O)N[C@H](C(=O)O)C (2S,2'S)-2,2'-((3,6-diaminopyrazine-2,5-dicarbonyl)bis(azanediyl))Dipropionic Acid